N1=C(SC2=C1C1=C(C=C2)OCC1)N1C(N[C@@H]2[C@H]1C[C@@H](OC2)OC)=O (3aR,6R,7aR)-1-(7,8-dihydrofuro[3,2-e][1,3]benzothiazol-2-yl)-6-methoxyhexahydropyrano[3,4-d]imidazol-2(3H)-one